N-(2-fluoro-3-methoxy-4-((1-methyl-1H-benzo[d][1,2,3]triazol-5-yl)oxy)phenyl)-6-(methylsulfinyl)pyrimido[5,4-d]pyrimidin-4-amine FC1=C(C=CC(=C1OC)OC1=CC2=C(N(N=N2)C)C=C1)NC=1C2=C(N=CN1)C=NC(=N2)S(=O)C